4-(4-methylthiazol-2-yl)benzoic acid CC=1N=C(SC1)C1=CC=C(C(=O)O)C=C1